C1(CC1)COC1=C(C=C(C=C1)C1=CC(=CC=C1)C#N)C=1C2=C(C(N(C1)C)=O)NC=C2 4'-(cyclopropylmethoxy)-3'-(6-methyl-7-oxo-6,7-dihydro-1H-pyrrolo[2,3-c]pyridin-4-yl)biphenyl-3-carbonitrile